bis-[3-(p-cumyl-phenylsulfonyloxy)phenyl]urea C(C)(C)(C1=CC=CC=C1)C1=CC=C(C=C1)S(=O)(=O)OC=1C=C(C=CC1)NC(NC1=CC(=CC=C1)OS(=O)(=O)C1=CC=C(C=C1)C(C)(C)C1=CC=CC=C1)=O